2-acetyl-salicylamide C(C)(=O)C1(C(C(=O)N)C=CC=C1)O